(S)-3-(Quinolin-3-yl)-3-(6-(2-(5,6,7,8-tetrahydro-1,8-naphthyridin-2-yl)ethyl)-2H-indazol-2-yl)propanoic acid N1=CC(=CC2=CC=CC=C12)[C@H](CC(=O)O)N1N=C2C=C(C=CC2=C1)CCC1=NC=2NCCCC2C=C1